NC(C(C)(C)C1=CC=C(C=C1)CC(C(=O)OC(C)(C)C)(C)C)=O tert-butyl 3-(4-(1-amino-2-methyl-1-oxoprop-2-yl) phenyl)-2,2-dimethylpropionate